C(CN(CC(=O)O)CC(=O)O)N(CC(=O)O)CC(=O)O.[NH4+].[NH4+].[Mn+2] Manganese diammonium Ethylenediaminetetraacetic acid